O=S1(N(C[C@@H]2N(C3=C1C=CC=C3)CCC2)CC=2C=C(C=CC2C)[C@H](CC(=O)O)C2=CC=3N(C=C2)C(=NN3)C)=O (S)-3-(3-(((R)-5,5-Dioxido-7a,8,9,10-tetrahydrobenzo[f]pyrrolo[2,1-d][1,2,5]thiadiazepin-6(7H)-yl)methyl)-4-methylphenyl)-3-(3-methyl-[1,2,4]triazolo[4,3-a]pyridin-7-yl)propanoic acid